4-amino-7-(tert-butyl)-6-chloro-N-(4-(methoxymethyl)phenyl)-7H-pyrrolo[2,3-d]pyrimidine-5-carboxamide NC=1C2=C(N=CN1)N(C(=C2C(=O)NC2=CC=C(C=C2)COC)Cl)C(C)(C)C